4-((2-((3-(difluoromethyl)azetidin-1-yl)methyl)-6-fluorobenzyl)amino)-2,6-difluoro-N-(thiazol-4-yl)benzenesulfonamide FC(C1CN(C1)CC1=C(CNC2=CC(=C(C(=C2)F)S(=O)(=O)NC=2N=CSC2)F)C(=CC=C1)F)F